FC=1C(=C(C=CC1F)[C@H]1[C@@H](O[C@]([C@H]1C)(C(F)(F)F)C)C(=O)NC1=NN(C(=C1)C[C@@H](CO)O)C)OC (2r,3S,4S,5r)-3-(3,4-difluoro-2-methoxyphenyl)-N-(5-((S)-2,3-dihydroxypropyl)-1-methyl-1H-pyrazol-3-yl)-4,5-dimethyl-5-(trifluoromethyl)tetrahydrofuran-2-carboxamide